O=C1NC(CCC1N1C(C2=CC=C(C=C2C1=O)N1CCN(CC1)C1CCNCC1)=O)=O 2-(2,6-dioxopiperidin-3-yl)-5-(4-(piperidin-4-yl)piperazin-1-yl)isoindoline-1,3-dione